C(C)(C)(C)OC(=O)N(C1=NC=CC(=C1)C[C@@H]1[C@H](N(C1=O)[Si](C)(C)C(C)(C)C)C(=O)O)CC1=CC=C(C=C1)OC (2S,3R)-3-({2-[(tert-butoxycarbonyl)(4-methoxybenzyl)amino]pyridin-4-yl}methyl)-1-[tert-butyl(dimethyl)silyl]-4-oxoazetidine-2-carboxylic acid